C(C)(C)(C)C=1C(=CC=2NC(CC3N(C2N1)CCNC3)=O)C(F)(F)F tert-butyl-6-oxo-3-(trifluoromethyl)-6,7,7a,8,10,11-hexahydropyrazino[1,2-d]pyrido[3,2-b][1,4]diazepine